ClC1=NN2C(C(=N1)NC=1N=CN(C1)C1=CC(=C(C(=C1)OC)OC)OC)=CC=C2CN2CCCCC2 2-chloro-7-(piperidin-1-ylmethyl)-N-(1-(3,4,5-trimethoxyphenyl)-1H-imidazol-4-yl)pyrrolo[2,1-f][1,2,4]triazin-4-amine